triphenylphosphine palladium (0) [Pd].C1(=CC=CC=C1)P(C1=CC=CC=C1)C1=CC=CC=C1